methyl (1R,3S,4aR,4bS,6R,8aR,10aR)-3-acetoxy-6-(1H-indol-3-yl)-10a-methyl-4,8-dioxotetradecahydrophenanthrene-1-carboxylate C(C)(=O)O[C@H]1C[C@H]([C@@]2(CC[C@H]3C(C[C@@H](C[C@@H]3[C@H]2C1=O)C1=CNC2=CC=CC=C12)=O)C)C(=O)OC